[Na].C(CC)CC(=O)C(CCC)(CCC)CCC tetrapropylacetone sodium